CN1C(C(=CC2=C(C=C(C=C12)N1CCOCC1)N1C2=C(S(CC1)=O)C=C(N=C2)C=2C=NN(C2)C)C)=O 1,3-Dimethyl-5-(7-(1-methyl-1H-pyrazol-4-yl)-1-oxido-2,3-dihydro-4H-pyrido[4,3-b][1,4]thiazin-4-yl)-7-morpholinoquinolin-2(1H)-one